5-((1H-Pyrazol-1-yl)methyl)-N-((3-chloro-2,6-dimethoxyphenyl)sulfinyl)-6-methoxypicolinamide N1(N=CC=C1)CC=1C=CC(=NC1OC)C(=O)NS(=O)C1=C(C(=CC=C1OC)Cl)OC